FC1=C(CNC(CN2C(NC3=CC=CC=C3C2=O)=O)=O)C=CC(=C1)F N-(2,4-difluorobenzyl)-2-(2,4-dioxo-1,4-dihydroquinazolin-3(2H)-yl)acetamide